C(C)(C)(C)OC(CC1(CCN(CC1)C1=NC=C(C=C1)C=1C=CC2=CN(N=C2C1F)C(C(NC=1SC=CN1)=O)C1=C2N(C=N1)CCC2)O)=O 2-[1-[5-[2-[1-(6,7-dihydro-5H-pyrrolo[1,2-c]imidazol-1-yl)-2-oxo-2-(thiazol-2-ylamino)ethyl]-7-fluoro-indazol-6-yl]-2-pyridinyl]-4-hydroxy-4-piperidinyl]acetic acid tert-butyl ester